TRIAZOLOPYRIDOPYRIMIDINE N1=NN=C2C1=CC1=C(C=NC=N1)N2